3-((4-Methoxycarbonylphenyl)ethynyl)-1H-pyrrole-2,4-dicarboxylic acid diethyl ester C(C)OC(=O)C=1NC=C(C1C#CC1=CC=C(C=C1)C(=O)OC)C(=O)OCC